3-((2H-tetrazol-5-yl)ethynyl)-N-(2-benzyl-1-oxoisoindol-4-yl)benzenesulfonamide N=1NN=NC1C#CC=1C=C(C=CC1)S(=O)(=O)NC1=C2CN(C(C2=CC=C1)=O)CC1=CC=CC=C1